(R)-12-hydroxystearamide O[C@@H](CCCCCCCCCCC(=O)N)CCCCCC